4-methyl-γ-oxo-benzenebutanoic acid CC1=CC=C(C=C1)C(CCC(=O)O)=O